N-(2-oxo-2,3-dihydro-1H-benzo[d]imidazol-5-yl)benzofuran-3-sulfonamide O=C1NC2=C(N1)C=CC(=C2)NS(=O)(=O)C2=COC1=C2C=CC=C1